Benzyl N-[(R)-[(2S,5R,6R)-5-azido-6-[(1R,2R,3S,4R,6S)-4,6-diazido-2,3-dihydroxy-cyclohexoxy]tetrahydropyran-2-yl]-cyclopropyl-methyl]-N-benzyl-carbamate N(=[N+]=[N-])[C@@H]1CC[C@H](O[C@@H]1O[C@H]1[C@@H]([C@H]([C@@H](C[C@@H]1N=[N+]=[N-])N=[N+]=[N-])O)O)[C@H](N(C(OCC1=CC=CC=C1)=O)CC1=CC=CC=C1)C1CC1